3-nicotinyl-1-vinyl-4,5-dihydro-1H-pyrrole C(C1=CN=CC=C1)C1=CN(CC1)C=C